N1N=C(N=C1)NC(=S)N 1,2,4-Triazolylthiourea